7-fluoro-N,N-bis(4-methoxybenzyl)-8-((triisopropylsilyl)Ethynyl)isoquinolin-3-amine FC1=CC=C2C=C(N=CC2=C1C#C[Si](C(C)C)(C(C)C)C(C)C)N(CC1=CC=C(C=C1)OC)CC1=CC=C(C=C1)OC